O[C@H]([C@H](CO)NC(C1=CC=C(C=C1)C)=O)C1=CC=CC=C1 N-[(1S,2S)-1,3-dihydroxy-1-phenylpropan-2-yl]-4-methylbenzamide